bis(3-[triethoxysilyl]propyl)tetrasulfane C(C)O[Si](CCCSSSSCCC[Si](OCC)(OCC)OCC)(OCC)OCC